8-bromo-2-(trifluoromethyl)-3,4-dihydrobenzo[f][1,4]oxazepin-5(2H)-one BrC1=CC2=C(C(NCC(O2)C(F)(F)F)=O)C=C1